C1(=CC=CC=C1)C1=C2C(=CC3=CC=CC=C13)C(=O)OC2=O 1-phenyl-2,3-naphthalenedicarboxylic anhydride